CC1=C(C=NC2=NN=C(S2)C=2C=C(C(O)=CC2)O)C=CC(=C1)C 4-{5-[(2,4-dimethylbenzylidene)amino]-1,3,4-thiadiazol-2-yl}catechol